(S)-2-((5-bromopyrimidin-4-yl)amino)-4-((2-(dimethylamino)-2-oxoethyl)(4-(5,6,7,8-tetrahydro-1,8-naphthyridin-2-yl)butyl)amino)butanoic acid BrC=1C(=NC=NC1)N[C@H](C(=O)O)CCN(CCCCC1=NC=2NCCCC2C=C1)CC(=O)N(C)C